3-ethylsulfonyl-N-[2-hydroxy-5-(trifluoromethylsulfanyl)phenyl]Pyridine-2-carboxamide C(C)S(=O)(=O)C=1C(=NC=CC1)C(=O)NC1=C(C=CC(=C1)SC(F)(F)F)O